(R)-(+)-4-amino-N-[(1-ethylpyrrolidin-2-yl)methyl]-5-(ethylsulfonyl)-2-methoxybenzamide NC1=CC(=C(C(=O)NC[C@@H]2N(CCC2)CC)C=C1S(=O)(=O)CC)OC